Cl.ClC1=CC=C(C=C1)[C@H](C(=O)N1CCN(CC1)C1=NC=NC=2NC(CN(C12)C)=O)CNC(C)C (S)-4-(4-(2-(4-chlorophenyl)-3-(isopropylamino)propionyl)piperazin-1-yl)-5-methyl-5,8-dihydro-pteridin-7(6H)-one hydrochloride